[N+](=O)([O-])C1=CC=C(C=C1)C1=NN=NN1 p-nitrophenyltetrazole